2-(chloromethyl)tellurophene ClCC=1[Te]C=CC1